(R)-2-((1-(2-(2-chloropyridin-4-yl)-3-(4-fluorophenyl)-7-methylquinolin-5-yl)ethyl)amino)benzoic acid ClC1=NC=CC(=C1)C1=NC2=CC(=CC(=C2C=C1C1=CC=C(C=C1)F)[C@@H](C)NC1=C(C(=O)O)C=CC=C1)C